COC(=O)[C@@H]1C[C@@H](CC1)C=1SC(=CN1)C(C)(C)C cis-methyl-3-(5-(tert-butyl)thiazol-2-yl)cyclopentane-1-carboxylate